3,3-dipropyl-1,5-pentanediol C(CC)C(CCO)(CCO)CCC